tris(2,2,6,6-tetramethyl-4-piperidyl)-benzene-1,3,5-tricarbamate CC1(NC(CC(C1)C1=C(C(=C(C(=C1NC(=O)[O-])C1CC(NC(C1)(C)C)(C)C)NC(=O)[O-])C1CC(NC(C1)(C)C)(C)C)NC(=O)[O-])(C)C)C